5-{[(oxan-4-yl)amino]methyl}-1-(oxiran-2-ylmethyl)-1H-indol O1CCC(CC1)NCC=1C=C2C=CN(C2=CC1)CC1OC1